C12CCC(CC1)C2NC(CN2C(C(=CC=C2)NC([C@H](CC/C=C/C(=O)OC)NC(=O)C=2OC1=C(C2C)C=CC=C1)=O)=O)=O (S,E)-methyl 7-(1-(2-(bicyclo[2.2.1]heptan-7-ylamino)-2-oxoethyl)-2-oxo-1,2-dihydropyridin-3-ylamino)-6-(3-methylbenzofuran-2-carboxamido)-7-oxohept-2-enoate